FC(C1=C(C=NC=C1)B(O)O)F 4-(difluoromethyl)pyridin-3-ylboronic acid